C(C1=CC=CC=C1)OC1=C(N2C(C3=CC(=CC=C13)N1CCC(CC1)C1=CC=CC=C1)=NC=N2)C(=O)OC methyl 6-(benzyloxy)-9-(4-phenylpiperidin-1-yl)-[1,2,4]triazolo[5,1-a]isoquinoline-5-carboxylate